C1=C2C=3C4=C(C=CC3NC2=CC=C1)CC1=CC=CC=C14 5,8-dihydroindeno[2,1-c]carbazole